tri(hydroxymethyl)ethane OCC(C)(CO)CO